ClC1=C(C=C(C=C1)N1CC(CC1)S(=O)(=O)C1CC1)F 1-(4-chloro-3-fluorophenyl)-3-cyclopropylsulfonylpyrrolidine